N,7-dimethylpyrido[2,3-d]pyrimidin-2-amine CNC=1N=CC2=C(N1)N=C(C=C2)C